4-amino-5-(3-methoxy-2,6-dimethylphenyl)-6-(4-morpholinophenoxy)nicotinic acid ethyl ester C(C)OC(C1=CN=C(C(=C1N)C1=C(C(=CC=C1C)OC)C)OC1=CC=C(C=C1)N1CCOCC1)=O